C(C)(C)(C)O[C@H](C(=O)O)C=1C(=C2C(=NC1C)N(C(=C2C)C)CC=2C(=NN(C2Cl)C)C)C2=CC=C(C=C2)Cl (S)-2-(tert-butoxy)-2-(1-((5-chloro-1,3-dimethyl-1H-pyrazol-4-yl)methyl)-4-(4-chlorophenyl)-2,3,6-trimethyl-1H-pyrrolo[2,3-b]pyridin-5-yl)acetic acid